The molecule is a monocarboxylic acid anion resulting from the removal of a proton from the carboxy group of 17alpha-(N-acetyl-D-glucosaminyl)estradiol 3-glucosiduronic acid; major species at pH 7.3. It is a carbohydrate acid derivative anion and a monocarboxylic acid anion. It is a conjugate base of a 17alpha-(N-acetyl-D-glucosaminyl)estradiol 3-glucosiduronic acid. CC(=O)N[C@@H]1[C@H]([C@@H]([C@H](OC1O[C@@H]2CC[C@@H]3[C@@]2(CC[C@H]4[C@H]3CCC5=C4C=CC(=C5)O[C@H]6[C@@H]([C@H]([C@@H]([C@H](O6)C(=O)[O-])O)O)O)C)CO)O)O